FC1=C2C(=C(N=C(C2=CN=C1C1=CC(=CC2=CC=C(C(=C12)C#C[Si](C(C)C)(C(C)C)C(C)C)F)OCOC)N1C2CN(C(C1)CC2)C(=O)OC(C)(C)C)C)C tert-butyl 5-[5-fluoro-6-[7-fluoro-3-(methoxymethoxy)-8-(2-triisopropylsilylethynyl)-1-naphthyl]-3,4-dimethyl-2,7-naphthyridin-1-yl]-2,5-diazabicyclo[2.2.2]octane-2-carboxylate